C(C)OC=1C(=NC=CN1)NC1CCC(CC1)OC1=C2C=CC=NC2=CC(=N1)N1CCOCC1 ethoxy-N-((1s,4s)-4-((7-morpholino-1,6-naphthyridin-5-yl)oxy)cyclohexyl)pyrazin-2-amine